CN1N=CC2=CC=C(C=C12)C1=CC=C(C=C1)CCCC(=O)NC=1C=NC=CC1 4-(4-(1-methyl-1H-indazol-6-yl)phenyl)-N-(pyridin-3-yl)butanamide